BrC1=CC=C(S1)C1CN(CC1)C(=O)C1=CC(=NN1)C1=CN=NC=C1 [3-(5-bromo-2-thienyl)pyrrolidin-1-yl]-(3-pyridazin-4-yl-1H-pyrazol-5-yl)methanone